FC1=CC=C(COC2=CC=CC(=N2)C=2CCN(CC2)CC2=NC3=C(N2C[C@H]2OCC2)C=C(C=C3)C(=O)O)C=C1 (S)-2-((6-((4-fluorobenzyl)oxy)-3',6'-dihydro-[2,4'-bipyridine]-1'(2'H)-yl)methyl)-1-(oxetan-2-ylmethyl)-1H-benzo[d]imidazole-6-carboxylic acid